2-(6-Sulfo-2,4-xylylazo)-1-naphthol S(=O)(=O)(O)C1=CC(=CC(=C1N=NC1=C(C2=CC=CC=C2C=C1)O)C)C